C(C=CC)C1=CC=C(C=C1)NC(C1=CC=CC=C1)=O N-[4-(2-butene-1-yl)phenyl]-benzamide